NC1=C(C(=C(C(N1C1=C(C(=O)OC)C=CC=C1)=O)C#N)C1=CC=C(C=C1)N1N=C(C=CC1=O)C1=CC=CC=C1)C#N methyl 2-(6-amino-3,5-dicyano-2-oxo-4-(4-(6-oxo-3-phenylpyridazin-1(6H)-yl)phenyl)pyridin-1(2H)-yl)benzoate